FC1=C(C=CC=C1)/C(=C(/C1=C2C=NNC2=CC=C1)\C1=CC=C(C=C1)/C=C/C(=O)O)/CC (E)-3-(4-((E)-2-(2-fluorophenyl)-1-(1H-indazol-4-yl)but-1-en-1-yl)phenyl)acrylic acid